ClC=1C=C(C=C(C1F)Cl)[C@@]1(CC(=NO1)C=1C=C2COC3(C2=CC1)CN(C3)C(CS(=O)(=O)C)=O)C(F)(F)F (S)-1-(5'-(5-(3,5-dichloro-4-fluorophenyl)-5-(trifluoromethyl)-4,5-dihydroisoxazol-3-yl)-3'H-spiro[azetidine-3,1'-isobenzofuran]-1-yl)-2-(methylsulfonyl)-ethane-1-one